2-(3-ethoxy-5,5-dioxido-9-(trifluoromethyl)-6H-dibenzo[c,e][1,2]thiazin-6-yl)acetic acid C(C)OC1=CC2=C(C3=C(N(S2(=O)=O)CC(=O)O)C=CC(=C3)C(F)(F)F)C=C1